C([C@@H](C(=O)[O-])O)S The molecule is a (2R)-2-hydroxy monocarboxylic acid anion that is the conjugate base of 3-mercaptolactic acid, obtained by the deprotonation of the carboxy group; major species at pH 7.3. It is a conjugate base of a 3-mercaptolactic acid.